7-nitro-[1,3]dioxolo[4,5-h]quinolin-6-ol [N+](=O)([O-])C1=CN=C2C3=C(C=CC2=C1O)OCO3